(S)-N-(4-cyano-3-(trifluoromethyl)phenyl)-2-hydroxy-2-methyl-3-(piperidin-4-yloxy)propanamide hydrochloride Cl.C(#N)C1=C(C=C(C=C1)NC([C@@](COC1CCNCC1)(C)O)=O)C(F)(F)F